BrCC(=O)C=1C=NC(=CC1)OC(F)F 2-bromo-1-[6-(difluoromethoxy)pyridin-3-yl]ethanone